6-cyclopropaneamido-4-{[2-(difluoromethoxy)-3-(2-methyl-2H-1,2,3-triazol-4-yl)phenyl]amino}-N-(2H3)methylpyridazine-3-carboxamide C1(CC1)C(=O)NC1=CC(=C(N=N1)C(=O)NC([2H])([2H])[2H])NC1=C(C(=CC=C1)C1=NN(N=C1)C)OC(F)F